5-[4-(4-methylpiperazin-1-yl)phenyl]-1H-pyrrolo[2,3-b]pyridine CN1CCN(CC1)C1=CC=C(C=C1)C=1C=C2C(=NC1)NC=C2